NC1=NC=2N(C(C=NC2C(=N1)C=1OC(=CC1)C)=O)CCN1CCN(CC1)C1=CC(=CC=C1)OC amino-8-(2-(4-(3-methoxyphenyl)piperazin-1-yl)ethyl)-4-(5-methylfuran-2-yl)pteridin-7(8H)-one